[N+](=O)([O-])C1=C(C=C(C=C1)N1N=NNC1=O)N1CCN(CC1)C1=CC=CC=C1 1-(4-nitro-3-(4-phenylpiperazin-1-yl)phenyl)-1H-tetrazol-5(4H)-one